C(=O)O.C(C)(C)(C)N(C)CC1=C(CNC2=C(C=C(C=N2)S(=O)(=O)NC=2N=CSC2)C)C(=CC=C1)F 6-((2-((tert-butyl(methyl)amino)methyl)-6-fluorobenzyl)amino)-5-methyl-N-(thiazol-4-yl)pyridine-3-sulfonamide formic acid salt